NCC=1C=C(C(=O)O)C=CC1 3-(aminomethyl)-benzoic acid